(R)-1-((5-fluoro-2-(2-methoxy-7-methylquinoxalin-5-yl)benzo[d]thiazol-6-yl)oxy)propan-2-yl (6-((2-hydroxyethyl)(methyl)carbamoyl)pyridin-3-yl)carbamate OCCN(C(=O)C1=CC=C(C=N1)NC(O[C@@H](COC1=CC2=C(N=C(S2)C2=C3N=CC(=NC3=CC(=C2)C)OC)C=C1F)C)=O)C